3,6-dichloro-1-(2-fluoro-3-((5-methyl-4-nitro-1-(tetrahydro-2H-pyran-4-yl)-1H-pyrazol-3-yl)oxy)propyl)-1H-pyrazolo[3,4-d]pyrimidine ClC1=NN(C2=NC(=NC=C21)Cl)CC(COC2=NN(C(=C2[N+](=O)[O-])C)C2CCOCC2)F